BrC1=C2C=NN(C2=CC(=C1\C=C/CO[Si](C)(C)C(C)(C)C)C)C1OCCCC1 (Z)-4-Bromo-5-(3-((tert-butyldimethylsilyl)oxy)prop-1-en-1-yl)-6-methyl-1-(tetrahydro-2H-pyran-2-yl)-1H-indazole